ClC=1C=C(C=C(C1)Cl)C1(CC(=NO1)C1=NC=C(C2=C1C=CS2)C(=O)NC2CSC2)C(F)(F)F 4-[5-(3,5-dichlorophenyl)-4,5-dihydro-5-(trifluoromethyl)-3-isoxazolyl]-N-3-thietanylthieno[3,2-c]pyridine-7-carboxamide